CC1(OCCN(C1)CC(=O)NC=1C=C(C(=NC1)C)C=1N2C(SC1C=1C(=NC=CC1)OC)=C(C=N2)C(=O)N)C (5-(2-(2,2-dimethylmorpholino)acetamido)-2-methylpyridin-3-yl)-2-(2-methoxypyridin-3-yl)pyrazolo[5,1-b]thiazole-7-carboxamide